NCCC(=O)NC1CCC(CC1)NC(=O)C=1NC2=C(C=CC=C2C1)C N-((1r,4r)-4-(3-aminopropionylamino)cyclohexyl)-7-methyl-1H-indole-2-carboxamide